C(CCCCCCC)(=O)[O-].C(CCCCCCC)(=O)[O-].[Te+2] tellurium dicaprylate